1-[6-[2-(2,6-dichloro-3,5-dimethoxy-anilino)-3-pyridinyl]pyrimidin-4-yl]-4-[(1-methylazetidin-3-yl)methoxy]benzene-1,2-diamine ClC1=C(NC2=NC=CC=C2C2=CC(=NC=N2)C2(C(C=C(C=C2)OCC2CN(C2)C)N)N)C(=C(C=C1OC)OC)Cl